Methyl 4-[4-(difluoromethoxy)-3,3-dimethyl-but-1-ynyl]benzoate FC(OCC(C#CC1=CC=C(C(=O)OC)C=C1)(C)C)F